CC=1N=CSC1C=1C=C2C(=NC1)CNC2=O 3-(4-methylthiazol-5-yl)-6,7-dihydro-5H-pyrrolo[3,4-b]pyridin-5-one